BrC1=CC(=C2CCN(CC2=C1)C)C(F)(F)F 7-bromo-2-methyl-5-(trifluoromethyl)-1,2,3,4-tetrahydroisoquinoline